Cl.C1=C(C=CC2=CC=CC=C12)[C@@]12CNC[C@H]2C1 (5S,1R)-1-(2-naphthyl)-3-azabicyclo[3.1.0]hexane HCl salt